1-(cyclohexylmethyl)-2'-(quinolin-3-yl)-5',6'-dihydrospiro[azetidine-3,4'-pyrrolo[1,2-b]pyrazole] C1(CCCCC1)CN1CC2(CCN3N=C(C=C32)C=3C=NC2=CC=CC=C2C3)C1